N-cyclohexyl-5-((2-nitrophenyl)ethynyl)-1H-pyrrolo[2,3-b]pyridine-4-amine C1(CCCCC1)NC=1C2=C(N=CC1C#CC1=C(C=CC=C1)[N+](=O)[O-])NC=C2